ClC=1C=C(C=CC1C(=O)N1CCN(CC1)C(=O)[C@H]1NCCCC1)NC(=O)C=1N(C(=CN1)C1=C(C(=C(C=C1)OCC#N)F)F)C N-[3-chloro-4-[4-[(2S)-piperidine-2-carbonyl]piperazine-1-carbonyl]phenyl]-5-[4-(cyanomethoxy)-2,3-difluoro-phenyl]-1-methyl-imidazole-2-carboxamide